ClC1=CC(=C(C=2OC3(CCN(CC3)C(=O)OCC)OC21)C)C(=O)O 4-chloro-1'-(ethoxycarbonyl)-7-methylspiro[1,3-benzodioxole-2,4'-piperidine]-6-carboxylic acid